Tert-butyl (R)-3-(((4-decylphenyl)carbamoyl)oxy)pyrrolidine-1-carboxylate C(CCCCCCCCC)C1=CC=C(C=C1)NC(=O)O[C@H]1CN(CC1)C(=O)OC(C)(C)C